aluminum-magnesium carbon water O.[C].[Mg].[Al]